[rac-(1R,3R)-3-aminocyclohexyl]methyl 4-[6-[5-(6-methyl-2-pyridyl)-1H-imidazol-4-yl]-3-quinolyl]thiophene-2-carboxylate CC1=CC=CC(=N1)C1=C(N=CN1)C=1C=C2C=C(C=NC2=CC1)C=1C=C(SC1)C(=O)OC[C@H]1C[C@@H](CCC1)N |r|